(2R)-1,1-difluoro-2-{3-[4-fluoro-2-(trifluoromethyl)phenyl]-1,2,4-oxadiazol-5-yl}-6-azaspiro[2.5]octane-6-sulfonamide FC1([C@H](C12CCN(CC2)S(=O)(=O)N)C2=NC(=NO2)C2=C(C=C(C=C2)F)C(F)(F)F)F